CC1=CC=2C(C3=CC=C(C=C3NC2C=C1)OC1=CC=CC=C1)(C)C 2,9,9-trimethyl-6-phenoxy-9,10-dihydroacridine